CC=1C=NC2=CC=C(C=C2N1)C(C)=O (3-methylquinoxalin-6-yl)ethan-1-one